2-isopropyl-1,3-dioxane-5,5-dimethanol C(C)(C)C1OCC(CO1)(CO)CO